COC=1C=C(CC2C(OCC2)=O)C=CC1OC (3,4-dimethoxybenzyl)dihydrofuran-2(3H)-one